C(CCCC\C=C/C\C=C/C\C=C/C\C=C/CC)(=O)N[C@@H](CC1=CC=C(C=C1)O)C(=O)O N-stearidonoyl-tyrosine